C(C1=CC=CC=C1)N1N=C(N=C1)N1CCN(CCC1=O)C=1C=NN2C1N=CC(=C2)C=2C=NN(C2)C 4-(1-benzyl-1H-1,2,4-triazol-3-yl)-1-(6-(1-methyl-1H-pyrazol-4-yl)pyrazolo[1,5-a]pyrimidin-3-yl)-1,4-diazepan-5-one